(S)-quinuclidin-3-yl((R)-5-(4-ethoxy-3-methylphenyl)-6-fluoro-2,2-dimethyl-2,3-dihydro-1H-inden-1-yl)carbamate N12C[C@H](C(CC1)CC2)OC(N[C@@H]2C(CC1=CC(=C(C=C21)F)C2=CC(=C(C=C2)OCC)C)(C)C)=O